C1(CC1)C=1C(=C(OC=2N=NC=C(C2C(=O)N)C)C=CC1)F 3-(3-cyclopropyl-2-fluoro-phenoxy)-5-methyl-pyridazine-4-carboxamide